O1C(=CC=C1)CC(C=C)=O 2-furyl-butenone